N1C=CC2=CC=C(C=C12)NC(=O)C1CCC(CC1)N1C(C2=CC=CC(=C2C1)C)=O (1s,4s)-N-(1H-indol-6-yl)-4-(4-methyl-1-oxoisoindolin-2-yl)cyclohexanecarboxamide